C(\C=C\C)N1C(C2=C(C(=C1)C1=NC=C(C(=C1)Cl)C(=O)N1CCOCC1)C=C(N2)C)=O (E)-6-(but-2-en-1-yl)-4-(4-chloro-5-(morpholine-4-carbonyl)pyridin-2-yl)-2-methyl-1H-pyrrolo[2,3-c]pyridin-7(6H)-one